C(C)OC([C@H](CC(C(C1=CC=CC=C1)=O)C1=CC=C(C=C1)Cl)F)=O (S)-4-(4-chlorophenyl)-2-fluoro-5-oxo-5-phenylpentanoic acid ethyl ester